C[C@@]1(C(OCC1)=O)S(=O)(=O)C (R)-3-methyl-3-(methylsulfonyl)dihydrofuran-2(3H)-one